FC=1C=C(C=CC1)NC(=O)N 1-(3-fluorophenyl)urea